5-benzoyl-dihydrofuran C(C1=CC=CC=C1)(=O)C1=CCCO1